FC=1C=C(C=CC1F)C1=NN(C(=C1C1=CC=CC=C1)O)C=1SC=C(N1)C(=O)OC(C)(C)C tert-butyl 2-(3-(3,4-difluorophenyl)-5-hydroxy-4-phenyl-1H-pyrazol-1-yl)thiazole-4-carboxylate